FC=1C(=NC(=NC1)N1CCC(CC1)C(=O)O)C1=NC=NN1C 1-(5-fluoro-4-(1-methyl-1H-1,2,4-triazol-5-yl)pyrimidin-2-yl)piperidine-4-carboxylic acid